C(C)(C)(C)OC(=O)NCCN1CC=2N(CC1)C=C(C2)C(=O)OCC ethyl 2-(2-((tert-butoxycarbonyl) amino) ethyl)-1,2,3,4-tetrahydropyrrolo[1,2-a]pyrazine-7-carboxylate